ClC=1C(=C(NC2=C(NC3=C2C(NCC3)=O)C3=C(C=NC=C3)OCC3OCC3(C)C)C=CC1)OC (+)-3-(3-chloro-2-methoxyanilino)-2-{3-[(3,3-dimethyloxetan-2-yl)methoxy]pyridin-4-yl}-1,5,6,7-tetrahydro-4H-pyrrolo[3,2-c]pyridin-4-one